COC=1C(=C2C=CN(C2=C(C1)C)C(=O)OC(C)(C)C)COS(=O)(=O)C tert-Butyl 5-methoxy-7-methyl-4-(((methylsulfonyl)oxy)methyl)-1H-indole-1-carboxylate